C(C1=CC=CC=C1)C1=C2N(C=C(N1)C1=CC=C(C=C1)O)C(C(=N2)CC2=CC(=C(OCCCCCCCCNC(CCC(=O)NC1=C(C(CCCCC1)CC1=CC=CC=C1)CC1=CC=CC=C1)=O)C=C2)F)=O N1-(8-(4-((8-benzyl-6-(4-hydroxyphenyl)-3-oxo-3,7-dihydroimidazo[1,2-a]pyrazin-2-yl)methyl)-2-fluorophenoxy)octyl)-N4-(dibenzylcyclooctenyl)-succinamide